C1(=CC=C(C=C1)OCC(=O)O)OCC(=O)O 2,2'-[1,4-phenylenebis(oxy)]diacetic acid